cyclohexyl-cerium formate C(=O)[O-].C1(CCCCC1)[Ce+2].C(=O)[O-]